3-phenylpentane-2,4-dione C1(=CC=CC=C1)C(C(C)=O)C(C)=O